ClCC#CCN1C(C2=CC=CC=C2C1=O)=O 2-(4-chlorobut-2-yn-1-yl)isoindoline-1,3-dione